NC1=NC2=NC=C(N=C2C(=N1)N)CN(C1=CC=C(C(=O)N[C@@H](CCC(=O)O)C(=O)O)C=C1)C N-[4-[[(2,4-diamino-6-pteridinyl)methyl]methylamino]benzoyl]glutamic acid